(E)-3-(3,4-dihydroxyphenyl)prop-2-enoic acid OC=1C=C(C=CC1O)/C=C/C(=O)O